6-(triethylsilyl)hex-5-yn-1-ol C(C)[Si](C#CCCCCO)(CC)CC